p-azidoethyl-phenol N(=[N+]=[N-])CCC1=CC=C(C=C1)O